ClC1=CC=C(C=C1)C1=NCC=2N(C3=C1C(=C(S3)C#CC=3N=CN(C3)CCCC#C)C)C(=NN2)C 4-(4-chlorophenyl)-3,9-dimethyl-2-((1-(pent-4-yn-1-yl)-1H-imidazol-4-yl)ethynyl)-6H-thieno[3,2-f][1,2,4]triazolo[4,3-a][1,4]diazepine